(2R,5S)-5-methyl-2-(3-(2-(Pyrrolidin-1-yl)Ethoxy)phenyl)piperidine C[C@H]1CC[C@@H](NC1)C1=CC(=CC=C1)OCCN1CCCC1